(2-((N,N-dimethylsulfamoyl)amino)-2-oxoethyl) 4-hexyl 2-methylenesuccinate C=C(C(=O)OCC(=O)NS(N(C)C)(=O)=O)CC(=O)OCCCCCC